C(C)(C)(C)OC(=O)N(C1CCN(CC1)C(=O)OC(C)(C)C)CC(N(CC(NC=1SC2=C(N1)C=CC(=C2)OC(F)(F)F)=O)C)=O tert-Butyl 4-{[(tert-butoxy)carbonyl]({[methyl({[6-(trifluoromethoxy)-1,3-benzothiazol-2-yl]carbamoyl}methyl)carbamoyl]methyl})amino}piperidine-1-carboxylate